(2e,4e)-5-(benzo[d][1,3]dioxolan-5-yl)penta-2,4-dienoic acid O1COC2=C1C=CC(=C2)/C=C/C=C/C(=O)O